triazoloindolol N1=NN=C2C(=CC3=CC=NC3=C21)O